OCC1CCN(CC1)C(=O)OC(C)(C)C 4-hydroxymethyl-piperidine-1-carboxylic acid, tert-butyl ester